6,6-difluoro-1-tosyl-4,5,6,7-tetrahydro-1H-indole-3-sulfonyl chloride FC1(CCC=2C(=CN(C2C1)S(=O)(=O)C1=CC=C(C)C=C1)S(=O)(=O)Cl)F